tert-butyl 3-(5-(1,8-naphthyridin-2-yl)pentyl)-3-fluoropyrrolidine-1-carboxylate N1=C(C=CC2=CC=CN=C12)CCCCCC1(CN(CC1)C(=O)OC(C)(C)C)F